2,3-dihydro-1H-inden-2-yl (2,5-dioxopyrrolidin-1-yl) carbonate C(OC1CC2=CC=CC=C2C1)(ON1C(CCC1=O)=O)=O